(2R,4R)-1-(3-chloro-2-fluorobenzyl)-4-((4-ethyl-3,5-difluoro-6-((5-methyl-1H-pyrazol-3-yl)amino)pyridin-2-yl)methyl)-2-methyl-piperidine-4-carboxylic acid ClC=1C(=C(CN2[C@@H](C[C@@](CC2)(C(=O)O)CC2=NC(=C(C(=C2F)CC)F)NC2=NNC(=C2)C)C)C=CC1)F